7'-[(1R,3R)-3-[tert-butyl(diphenyl)silyl]oxycyclohexyl]-2'-methylsulfanyl-spiro[cyclopropane-1,5'-pyrrolo[2,3-d]pyrimidine]-6'-one [Si](C1=CC=CC=C1)(C1=CC=CC=C1)(C(C)(C)C)O[C@H]1C[C@@H](CCC1)N1C(C2(C3=C1N=C(N=C3)SC)CC2)=O